7Z,10Z,13Z,16E-docosatetraenoic acid C(C=CC=C\C=C/C=CCCCCCCCCCCCCC)(=O)O